COC1=CC=C(C=C1)C=1SC=CN1 2-(4-methoxyphenyl)thiazole